O=C(C(=O)OCC)C(C(=O)OCC)=O diethyl 2,3-dioxosuccinate